ClC=1C=C2CCC[C@]3(C2=CC1)CN(C1=C(OC3)C=CC(=C1)C(=O)OC(C)(C)C)C[C@H]1[C@@H](CC1)C=O tert-butyl (S)-6'-chloro-5-(((1R,2R)-2-formylcyclobutyl)methyl)-3',4,4',5-tetrahydro-2H,2'H-spiro[benzo[b][1,4]oxazepine-3,1'-naphthalene]-7-carboxylate